C(C)N(C1=NC2=CC(=C(C=C2C(=C1)C(C)C)N1N=C(N(C1=O)CC)CO)F)CC 1-(2-(diethylamino)-7-fluoro-4-isopropylquinolin-6-yl)-4-ethyl-3-(hydroxymethyl)-1H-1,2,4-triazol-5(4H)-one